C1(=CC=CC=C1)C#CC=1C=NC(=NC1)N 5-(2-phenylethynyl)pyrimidin-2-ylamine